NC=1C2=C(N=C(N1)Cl)N(C=C2C2=NN(C=C2Cl)C)[C@@H]2C[C@@H]([C@@H]1[C@H]2OC(O1)(C)C)C=1C=C(C=CC1)CO (3-((3aR,4R,6R,6aS)-6-(4-amino-2-chloro-5-(4-chloro-1-methyl-1H-pyrazol-3-yl)-7H-pyrrolo[2,3-d]pyrimidin-7-yl)-2,2-dimethyltetrahydro-4H-cyclopenta[d][1,3]dioxol-4-yl)phenyl)methanol